2-{[3-chloro-4-(trifluoromethyl)phenyl]amino}-4-{[(1S)-2-hydroxy-1-phenylethyl]amino}pyrimidine-5-carboxylic acid ClC=1C=C(C=CC1C(F)(F)F)NC1=NC=C(C(=N1)N[C@H](CO)C1=CC=CC=C1)C(=O)O